C(#N)CC(C1CCCC1)N1N=CC(=C1)C=1C2=C(N=C(N1)NC1=CC=C(C(=O)O)C=C1)NC=C2 4-((4-(1-(2-cyano-1-cyclopentylethyl)-1H-pyrazol-4-yl)-7H-pyrrolo[2,3-d]pyrimidin-2-yl)amino)benzoic acid